N-(1'-(thiazol-2-yl)-1',2'-dihydrospiro[cyclopropan-1,3'-pyrrolo[3,2-C]pyridin]-6'-yl)acetamide trifluoroacetate FC(C(=O)O)(F)F.S1C(=NC=C1)N1CC2(C=3C=NC(=CC31)NC(C)=O)CC2